C(CCC)C=1C=C2C(=NC1CO)C(CN2C(CCl)=O)(C)C 1-[6-butyl-5-(hydroxymethyl)-3,3-dimethyl-1H,2H,3H-pyrrolo[3,2-b]pyridin-1-yl]-2-chloroethan-1-one